2-propyl-2-oxazoline C(CC)C=1OCCN1